[Ni].O=N ketoamine nickel